benzyl 8-bromo-4-(hydroxymethyl)-2,3,3a,4,5,9b-hexahydro-1H-pyrrolo[3,2-c]quinoline-1-carboxylate BrC1=CC=2C3C(C(NC2C=C1)CO)CCN3C(=O)OCC3=CC=CC=C3